8-(6-(dimethylamino)pyridin-3-yl)-3-methyl-6-oxo-3,4-dihydro-2H,6H-pyrimido[2,1-b][1,3]thiazine-7-carbonitrile CN(C1=CC=C(C=N1)C=1N=C2SCC(CN2C(C1C#N)=O)C)C